5,8,9,10-tetrahydro-6H-pyrido[2,3-e]Pyrimido[1,2-c]Pyrimidin-6-one N1=CC=CC2=C1C=1N(C(N2)=O)CCCN1